3-[4-(1-hydroxy-2-phenylethyl)phenyl]-5-(trifluoromethyl)-4,5-dihydro-1,2-oxazol-5-ol OC(CC1=CC=CC=C1)C1=CC=C(C=C1)C1=NOC(C1)(O)C(F)(F)F